O1CCN(CC1)C1=NC(=NC(=C1)N1CCOCC1)NC1=NC=NC2=CC(=C(C=C12)[N+](=O)[O-])OC N-(4,6-dimorpholinopyrimidin-2-yl)-7-methoxy-6-nitroquinazolin-4-amine